tert-butyl 2-(2-amino-5-fluoro-3-((tetrahydro-2H-pyran-4-yl)oxy)phenyl)acetate NC1=C(C=C(C=C1OC1CCOCC1)F)CC(=O)OC(C)(C)C